2-[[(1S)-1-[6-methyl-2-[2-(2-morpholinoethyl)indazol-5-yl]-4-oxo-chromen-8-yl]ethyl]amino]benzoic acid CC=1C=C2C(C=C(OC2=C(C1)[C@H](C)NC1=C(C(=O)O)C=CC=C1)C1=CC2=CN(N=C2C=C1)CCN1CCOCC1)=O